4-(8-(5-cyclopropyl-2-ethoxy-4-(5-fluoropyridin-2-yl)benzyl)-3-oxo-2,8-diazaspiro[4.5]decan-2-yl)benzenesulfonic acid C1(CC1)C=1C(=CC(=C(CN2CCC3(CC(N(C3)C3=CC=C(C=C3)S(=O)(=O)O)=O)CC2)C1)OCC)C1=NC=C(C=C1)F